C1(=CC=CC=C1)CC(CC)(O)N1CCN(CC1)C 1-phenyl-2-(4-methyl-1-piperazinyl)-2-butanol